NN1C=NN=C1 4-amino-1,2,4-triazole